ClC1=C2C(=NC(=C1)C(=O)OC)N(C=C2)C methyl 4-chloro-1-methyl-1H-pyrrolo[2,3-b]pyridine-6-carboxylate